(R)-3-(methylsulfonyl)pyrrolidine CS(=O)(=O)[C@H]1CNCC1